C1(=CC=C(C=C1)NC(=O)NC(C(=O)OC)(CC)CC)C1=CC=CC=C1 methyl 2-[(biphenyl-4-ylcarbamoyl) amino]-2-ethylbutanoate